C(C)(C)(C)NC(CNC=1C2=C(N=C(N1)Cl)CCC2)=O N-tert-butyl-2-({2-chloro-5H,6H,7H-cyclopenta[d]pyrimidin-4-yl}amino)acetamide